[2-chloro-4-[[3-(2-chloro-3-fluoro-4-methoxyphenyl)imidazo[1,2-a]pyrazin-8-yl]amino]phenyl]-[4-[2-(dimethylamino)ethyl]piperazin-1-yl]methanone ClC1=C(C=CC(=C1)NC=1C=2N(C=CN1)C(=CN2)C2=C(C(=C(C=C2)OC)F)Cl)C(=O)N2CCN(CC2)CCN(C)C